1-(6-amino-4-bromo-2,3-difluoro-anilino)-2-methyl-propan-2-ol NC1=CC(=C(C(=C1NCC(C)(O)C)F)F)Br